(R)-N,N-dimethyl-3-phenyl-3-[(benzo[d][1,3]-dioxolan-4-yl)oxy]propylamine oxalate C(C(=O)O)(=O)O.CN(C)CC[C@@H](OC1=CC=CC=2OCOC21)C2=CC=CC=C2